COC1=CC=CC=2N=C(SC21)NC(=O)C2CC(C2)NC2=NC=CC1=CC=C(C=C21)C2=NOC(=N2)C (1s,3s)-N-(7-methoxybenzo[d]thiazol-2-yl)-3-((7-(5-methyl-1,2,4-oxadiazol-3-yl)isoquinolin-1-yl)amino)cyclobutane-1-carboxamide